N1NCC=C1 1,2-DIHYDRO-3H-PYRAZOLE